6-amino-2-dimethylphosphoryl-9-[[6-(4-methyl-1-oxa-4,9-diazaspiro[5.5]undecan-9-yl)-3-pyridyl]methyl]-7H-purin-8-one NC1=C2NC(N(C2=NC(=N1)P(=O)(C)C)CC=1C=NC(=CC1)N1CCC2(CN(CCO2)C)CC1)=O